FC(C1=CC=CC(=N1)NC(=O)C=1C(=NC=2N(C1)C=C(N2)C21COC(C2)(C1)CF)OC(C)C)F N-(6-(difluoromethyl)pyridin-2-yl)-2-(1-(fluoromethyl)-2-oxabicyclo[2.1.1]Hex-4-yl)-7-isopropoxyimidazo[1,2-a]Pyrimidine-6-carboxamide